NC1=NC=C(C=N1)C#CC=1C=NC=C(C(=O)NC2=NNC(=C2)C(F)(F)F)C1 5-((2-aminopyrimidin-5-yl)ethynyl)-N-(5-(trifluoromethyl)-1H-pyrazol-3-yl)nicotinamide